FC(C1=NC(=NC(=N1)C(F)(F)F)N1[C@H](C=2NC3=CC=C(C=C3C2CC1)Cl)C[C@H]1C(NCCC1)=O)(F)F (3S)-3-({(1S)-2-[4,6-bis(trifluoromethyl)-1,3,5-triazin-2-yl]-6-chloro-2,3,4,9-tetrahydro-1H-pyrido[3,4-b]indol-1-yl}methyl)piperidin-2-one